(1S,3aR,6aS)-ethyl octahydrocyclopenta[c]pyrrole-1-carboxylate hydrochloride Cl.[C@@H]1(NC[C@H]2[C@@H]1CCC2)C(=O)OCC